ClC1=C(C(=CC=C1)Cl)NC1=C(C=CC=C1)CC(=O)O 2-[2-(2,6-dichlorophenyl)aminophenyl]acetic acid